2,2'-oxybis(8,8-dimethyl-1-oxaspiro[4.5]decane) O(C1OC2(CC1)CCC(CC2)(C)C)C2OC1(CC2)CCC(CC1)(C)C